methyl 2-methyl-7-((tetrahydro-2H-pyran-3-yl)oxy)imidazo[1,2-a]pyridine-6-carboxylate CC=1N=C2N(C=C(C(=C2)OC2COCCC2)C(=O)OC)C1